(R)-3-(1-((tert-butoxycarbonyl)amino)-8-azaspiro[4.5]dec-8-yl)-6-(2,3-dichlorophenyl)-5-methylpyrazine-2-carboxylic acid C(C)(C)(C)OC(=O)N[C@@H]1CCCC12CCN(CC2)C=2C(=NC(=C(N2)C)C2=C(C(=CC=C2)Cl)Cl)C(=O)O